O1C(CCCC1)N1N=CC2=CC=CC(=C12)C(=O)OC methyl 1-(tetrahydropyran-2-yl)-1H-indazole-7-carboxylate